(R)-2-amino-4-((1-hydroxypentan-2-yl)amino)-1,5-naphthyridine-3-carboxylic acid ethyl ester C(C)OC(=O)C=1C(=NC2=CC=CN=C2C1N[C@@H](CO)CCC)N